2-(3-Fluorophenyl)-6-methoxy-1-(3-phenylpropyl)-1H-benzo[d]imidazole FC=1C=C(C=CC1)C1=NC2=C(N1CCCC1=CC=CC=C1)C=C(C=C2)OC